C(CCCCCCCCC=CCC=CC\C=C/CCCCC)(=O)O 16Z-docosa-10,13,16-trienoic acid